3β-hydroxy-7-oxocholest-5-en O[C@@H]1CC2=CC([C@H]3[C@@H]4CC[C@H]([C@@H](CCCC(C)C)C)[C@]4(CC[C@@H]3[C@]2(CC1)C)C)=O